N,N-dihexylaminoethanol C(CCCCC)N(CCCCCC)C(C)O